C(C)(C)C1=C(C(=C(C=C1)CCCCCCCCCCCC)CCCCCCCCCCCC)CCCCCCCCCCCC isopropyltridodecylbenzene